OC1(CCN(CC1)C(C1=CC=C(C=C1)OC1=CC=CC=C1)=O)CN1C=NC2=C(C1=O)C=NN2C2=CC=CC=C2 5-{[4-hydroxy-1-(4-phenoxybenzoyl)piperidin-4-yl]methyl}-1-phenyl-1H,4H,5H-pyrazolo[3,4-d]pyrimidin-4-one